N-(2-chloro-6-fluorophenyl)-5-fluoro-4-(4,4,5,5-tetramethyl-1,3,2-dioxaborolan-2-yl)-2-((1,1,1-trifluoropropan-2-yl)oxy)benzamide ClC1=C(C(=CC=C1)F)NC(C1=C(C=C(C(=C1)F)B1OC(C(O1)(C)C)(C)C)OC(C(F)(F)F)C)=O